indolo[3,2,1-jk]carbazol-2-amine C1=C2C=3C=CC=CC3N3C2=C(C=C1N)C1=CC=CC=C13